propionnitrile C(CC)#N